ClC=1C=C(C=C(C1)S(=O)(=O)C)NC(=O)C1=CN(C(=C1)C)C1CCCC1 N-(3-chloro-5-(methylsulfonyl)phenyl)-1-cyclopentyl-5-methyl-1H-pyrrole-3-carboxamide